FC1=CNC2=CC(=CC=C12)C(=O)O 3-fluoro-1H-indole-6-carboxylic acid